(trans-3-(3-cyclopropyl-1H-indazol-1-yl)cyclobutyl)methylamine C1(CC1)C1=NN(C2=CC=CC=C12)[C@@H]1C[C@H](C1)CN